6-(4-((4-(1H-pyrazol-4-yl)phenyl)amino)pyrimidin-2-yl)-N-isopropyl-1H-indole-2-carboxamide N1N=CC(=C1)C1=CC=C(C=C1)NC1=NC(=NC=C1)C1=CC=C2C=C(NC2=C1)C(=O)NC(C)C